(6-chloro-1-hydroxy-2,3,1-benzodiazaborinin-2-yl)-(2-hydroxycyclopentyl)methanone ClC=1C=CC2=C(C=NN(B2O)C(=O)C2C(CCC2)O)C1